CC1=NC(=NC=C1)[C@@H]1[C@H](C1)C1=NC2=CC=CC=C2C(=C1)N1CCOCC1 |o1:7,8| 2-((1S*,2S*)-2-(4-methylpyrimidin-2-yl)cyclopropyl)-4-morpholinoquinolin